ClC1=C(C=CC(=C1)NC=1C=2N(C=C(N1)C1CC1)C(=CN2)C=2C=NNC2)C(=O)N2C(CNCC2)(C)C [2-chloro-4-[[6-cyclopropyl-3-(1H-pyrazol-4-yl)imidazo[1,2-a]pyrazin-8-yl]amino]phenyl]-(2,2-dimethylpiperazin-1-yl)methanone